2,2-diethyl-6-(5-(pyridin-4-yl)pyrimidin-2-yl)chroman-4-one C(C)C1(OC2=CC=C(C=C2C(C1)=O)C1=NC=C(C=N1)C1=CC=NC=C1)CC